FC(C(=O)O)C(=O)O.C(=N)N formamidine fluoromalonate